4-(5-chloro-2-(4-(trifluoromethyl)-1H-1,2,3-triazol-1-yl)phenyl)-5-methoxy-2-oxopyridin ClC=1C=CC(=C(C1)C1=CC(NC=C1OC)=O)N1N=NC(=C1)C(F)(F)F